C(C)(=O)N1[C@H](CC(C1)C1=CC2=C(OC(O2)(F)F)C=C1)C(=O)NCC=1C(=NC=CC1)C(=O)N(C)C1=CC=C(C=C1)F (((2R)-1-acetyl-4-(2,2-difluorobenzo[d][1,3]dioxol-5-yl)pyrrolidine-2-carboxamido)methyl)-N-(4-fluorophenyl)-N-methylpyridineamide